8-(3-nitrophenyl)pyridazino[4,5-e][1,3]Oxazine-2,5-dione [N+](=O)([O-])C=1C=C(C=CC1)C=1N=NC(C2=CNC(OC21)=O)=O